C(C)(C)(C)N[C@@H]1CN(CC1)C1=CC=C(N=N1)C1=C(C=C(C(=C1)F)C1=CN=NC(=C1)OC)O 2-{6-[(3S)-3-(tert-butylamino)pyrrolidin-1-yl]pyridazin-3-yl}-4-fluoro-5-(6-methoxypyridazin-4-yl)phenol